OC1=C(C(=CC(=C1)O)OCC1=NC=CC=C1)C(=O)N1CC2=CC=CC(=C2C1)NC1COCC1 (2,4-Dihydroxy-6-(pyridin-2-ylmethoxy)phenyl)(4-((tetrahydrofuran-3-yl)amino)isoindolin-2-yl)methanone